NCC1CCC(CC1)N1C2=NC(=NC=C2N=C1NC1=NC=CC=C1)NC(C)(C)C 9-((1s,4s)-4-(aminomethyl)cyclohexyl)-N2-tert-butyl-N8-(pyridin-2-yl)-9H-purine-2,8-diamine